3-oxopropoxy-propionic acid O=CCCOC(C(=O)O)C